FCC(C)(C)OC(=O)N1CCN(CC1)C=1C2=C(N=CN1)N(C=C2C2=C(C=CC=C2)F)C=2C=NC=CC2.BrC2=C(C=CC=C2)C(C(CP(=O)(C2=CC=CC=C2)C2=CC=CC=C2)P(=O)(C2=CC=CC=C2)C2=CC=CC=C2)=O 1-(2-bromophenyl)-2,3-bis(diphenylphosphoryl)propan-1-one 1-Fluoro-2-methylpropan-2-yl-4-(5-(2-fluorophenyl)-7-(pyridin-3-yl)-7H-pyrrolo[2,3-d]pyrimidin-4-yl)piperazine-1-carboxylate